C1N(CC2=CC=CC=C12)C(=O)NC(C(=O)O)CC1=CC=CC=C1 2-(1,3-dihydroisoindole-2-carbonylamino)-3-phenylpropionic acid